(4-aminophenyl)benzene-1,4-diamine NC1=CC=C(C=C1)C1=C(C=CC(=C1)N)N